propanetriamine C(CC)(N)(N)N